2-amino-9-chloro-3-(4-(piperazin-1-yl)phenoxy)-10H-chromeno[3,2-b]pyridin-10-one hydrochloride Cl.NC1=C(C=C2C(=N1)C(C=1C(=CC=CC1O2)Cl)=O)OC2=CC=C(C=C2)N2CCNCC2